ClC1=CC=C(CNC(=O)C2NCCN(C2)C=2C=3C(N=CN2)=NN(C3)C3=CC=C(C=C3)F)C=C1 N-(4-chlorobenzyl)-4-(2-(4-fluorophenyl)-2H-pyrazolo[3,4-d]pyrimidin-4-yl)piperazine-2-carboxamide